O1CCN(CC1)C1=CC=C(C=C1)NC(CSC=1NC=C(N1)C(=O)OCC)=O ethyl 2-((2-((4-morpholinophenyl)amino)-2-oxoethyl)thio)-1H-imidazole-4-carboxylate